ClC1=C(C(=O)NC2=C3C=NN(C3=CC=C2)C(C)C)C=C(C=C1)CNS(=O)(=O)C1CC1 2-Chloro-5-{[(cyclopropylsulfonyl)amino]methyl}-N-[1-(propan-2-yl)-1H-indazol-4-yl]benzamide